6-(dimethylamino)-2-methyl-N-[(1s,4s)-4-{[2-(trifluoromethyl)quinolin-4-yl]amino}cyclohexyl]pyridine-3-carboxamide CN(C1=CC=C(C(=N1)C)C(=O)NC1CCC(CC1)NC1=CC(=NC2=CC=CC=C12)C(F)(F)F)C